(tetrahydro-2H-pyran-4-yl)methanol O1CCC(CC1)CO